ClC1=CC(=C(C=C1)N1C(=NN=C1C)[C@@H]1CC[C@H](CC1)OC1=NC=CC=C1)SC Trans-2-[4-[4-(4-chloro-2-methylsulfanylphenyl)-5-methyl-1,2,4-triazol-3-yl]cyclohexyl]oxy-pyridine